FC=1C=CC(=NC1)C1=NN(C(=C1)CO)CC1CC1 1-((3-(5-fluoropyridin-2-yl)-5-(hydroxymethyl)-1H-pyrazol-1-yl)methyl)cyclopropane